N-(5-(4-((3-chloro-4-methoxyphenyl)amino)quinazolin-6-yl)pyridin-3-yl)-3-fluorobenzenesulfonamide ClC=1C=C(C=CC1OC)NC1=NC=NC2=CC=C(C=C12)C=1C=C(C=NC1)NS(=O)(=O)C1=CC(=CC=C1)F